(3R,4R,5R)-3,4-bis(benzyloxy)-5-[(benzyloxy)methyl]oxapentan-2-one C(C1=CC=CC=C1)O[C@@H](C(O)=O)[C@@H](CCOCC1=CC=CC=C1)OCC1=CC=CC=C1